FC=1C=C(C=CC1F)NC(=O)C1=C2C(=NC=3CCN(CC13)C(=O)OC(C)(C)C)C=CC=C2 tert-Butyl 10-((3,4-difluorophenyl)carbamoyl)-3,4-dihydrobenzo[b][1,6]naphthyridine-2(1H)-carboxylate